COC1=CC=2N(C=C1NC(=O)C1=NC(=CC=C1)C(F)(F)F)C=C(N2)C2CCNCC2 N-(7-methoxy-2-(piperidin-4-yl)imidazo[1,2-a]pyridin-6-yl)-6-(trifluoromethyl)pyridine-2-carboxamide